C(N)(=N)C1=CC(=C(CNC2=NC(=NC(=C2)OCC=2N=C3N(C=C(C=C3)C3CC3)C2)CCC(=O)OCC)C(=C1)C)C ethyl 3-(4-((4-carbamimidoyl-2,6-dimethylbenzyl)amino)-6-((6-cyclopropylimidazo[1,2-a]pyridin-2-yl)methoxy)pyrimidin-2-yl)propanoate